N-methyl-4-octadecyl-N-decylanilinium [tetrakis(perfluorophenyl)borate] FC1=C(C(=C(C(=C1F)F)F)F)[B-](C1=C(C(=C(C(=C1F)F)F)F)F)(C1=C(C(=C(C(=C1F)F)F)F)F)C1=C(C(=C(C(=C1F)F)F)F)F.C[NH+](C1=CC=C(C=C1)CCCCCCCCCCCCCCCCCC)CCCCCCCCCC